C(C1=CC=CC=C1)OC1=CC(=C(C(=C1)OC1=C(C(=C(C(=C1C)C)C(=O)O)O)Br)C)OC 4-[4-(benzyloxy)-2-methoxy-6-toluoxy]-3-bromo-2-hydroxy-5,6-xylenecarboxylic acid